1-hepten-3-ol C=CC(CCCC)O